2-(5-(3-isopropyl-2-(2-methylpyridin-4-yl)-1H-indol-5-yl)-1,3,4-oxadiazol-2-yl)propan-1-amine C(C)(C)C1=C(NC2=CC=C(C=C12)C1=NN=C(O1)C(CN)C)C1=CC(=NC=C1)C